C(CC)OC(=O)C1=C(N=C(S1)NC(C[C@H](CCCN1CCOCC1)NC(C1=CC(=CC=C1)C1=NOC(=N1)C)=O)=O)C (S)-4-methyl-2-(3-(3-(5-methyl-1,2,4-oxadiazol-3-yl)benzoylamino)-6-morpholinocaproylamino)thiazole-5-carboxylic acid propyl ester